1-(6-ethyl-2,6-dimethyl-cyclohexa-1,3-dien-1-yl)-2-methylbut-2-en-1-one C(C)C1(CC=CC(=C1C(C(=CC)C)=O)C)C